ClC1=C(C(=O)NC=2SC(=NN2)OCC2=CC=C(C=C2)Cl)C=CC=N1 2-chloro-N-(5-((4-chlorobenzyl)oxy)-1,3,4-thiadiazol-2-yl)nicotinamide